BrC=1C(=CC2=C(SC=C2)C1)OC 6-bromo-5-methoxybenzo[b]thiophene